S(=O)(=O)(ON1[C@@H]2CC[C@H](N(C1=O)C2)C(NC(CC=2NC=CN2)=O)=N)O (2S,5R)-2-(N-(2-(1H-imidazol-2-yl) acetyl) carbamimidoyl)-7-oxo-1,6-diazabicyclo[3.2.1]octan-6-yl hydrogen sulfate